2-(2-(1-methoxyethyl)pyridin-3-yl)-1H-indole COC(C)C1=NC=CC=C1C=1NC2=CC=CC=C2C1